2-cyano-1,2-phenylenediamine C(#N)C1(C(C=CC=C1)N)N